6-(7-methoxy-9H-pyrrolo[2,3-b:4,5-c']dipyridin-2-yl)-N-methylnicotinamide COC1=CC2=C(C=N1)C=1C(=NC(=CC1)C1=NC=C(C(=O)NC)C=C1)N2